C(C)(C)(C)N(C(O)=O)CC=1OC2=C(C1)C=C(C(=C2)C(NC2(CC2)C2=CC=CC1=CC=CC=C21)=O)C.ClC2=C(C=C(C=C2)OC2=C(C=CC(=C2)F)[N+](=O)[O-])Cl 1,2-Dichloro-4-(5-fluoro-2-nitrophenoxy)benzene tert-butyl-((5-methyl-6-((1-(naphthalen-1-yl)cyclopropyl)carbamoyl)benzofuran-2-yl)methyl)carbamate